CN(C)CCC[Si](OC)(OC)OC 3-(N,N-DIMETHYLAMINOPROPYL)TRIMETHOXYSILANE